COC=1C=C(C=CC1)[C@]1(C[C@@H]2[C@H](N(OC2(C)C)C)[C@H](C1)C)C |r| rac-(3ar,5r,7s,7ar)-5-(3-methoxyphenyl)-1,3,3,5,7-pentamethyloctahydrobenzo[c]isoxazole